FC1=CC(=C(C=C1)C=CC(=O)N1C(OCC1C1=CC=CC=C1)=O)C(F)(F)F 3-(3-(4-fluoro-2-(trifluoromethyl)phenyl)acryloyl)-4-phenyloxazolidin-2-one